C1(CCCCC1)NSN1SC2=C(C=C1)C=CC=C2 N-cyclohexyl-2-benzothiazinylsulfenamide